CN(C(=O)C=1C=C(C=CC1OC)NC(=O)C1=CC2=C(S1)C=CC=C2C=2C=C1C(=NC2)NC=C1)C N-(3-(dimethylcarbamoyl)-4-methoxyphenyl)-4-(1H-pyrrolo[2,3-b]pyridin-5-yl)benzo[b]thiophene-2-carboxamide